(R)-N-(5-(5-ethyl-1,2,4-oxadiazol-3-yl)-2,3-dihydro-1H-inden-1-yl)-5-methylisoxazole-4-carboxamide C(C)C1=NC(=NO1)C=1C=C2CC[C@H](C2=CC1)NC(=O)C=1C=NOC1C